Cl.Cl.C(C)(C)(C)OC(=O)OCOC(=O)[C@@]1(NC[C@@H]2NCC[C@@H]21)CCCCB(O)O 4-((3aS,4R,6aR)-4-(((tert-butoxycarbonyloxy)methoxy)carbonyl)octahydropyrrolo[3,4-b]pyrrol-4-yl)butylboronic acid dihydrochloride